C1(CCC1)N1CC=2N(CC1)C=CN2 7-cyclobutyl-5,6,7,8-tetrahydroimidazo[1,2-a]Pyrazine